BrC=1SC2=C3C(CCCOC13)=C(NC2=O)CN2C[C@H](CC2)O (S)-1-bromo-5-((3-hydroxypyrrolidin-1-yl)methyl)-4,6,7,8-tetrahydro-3H-9-oxa-2-thia-4-azabenzo[cd]azulen-3-one